N1CC(C1)N1C=C(C(C2=CC(=C(C=C12)N1[C@H](CCC1)COC1=NC=CC=C1Cl)Cl)=O)C(=O)OCC ethyl 1-(azetidin-3-yl)-6-chloro-7-[(2R)-2-{[(3-chloropyridin-2-yl)oxy]methyl}pyrrolidin-1-yl]-4-oxo-1,4-dihydroquinoline-3-carboxylate